(S)-3-(3,5-bis(trifluoromethyl)benzoyl)oxazolidine-4-carboxamide FC(C=1C=C(C(=O)N2COC[C@H]2C(=O)N)C=C(C1)C(F)(F)F)(F)F